Cl.C(C)N=C=NCCCN(C)C (3-{[(ethylimino)methylene]amino}-propyl)dimethylamine hydrochloride